ClC1=NC=2N[C@H](C(N(C2C=N1)C)=O)CC (7S)-2-chloro-7-ethyl-5-methyl-7,8-dihydropteridin-6-one